OC1(CN(CC1)C(=O)OCCCC)C[N+](=O)[O-] butyl 3-hydroxy-3-(nitromethyl)pyrrolidine-1-carboxylate